[2-Fluoro-3-[(2-methylpropan-2-yl)oxycarbonylamino]phenyl]boronic acid FC1=C(C=CC=C1NC(=O)OC(C)(C)C)B(O)O